CC1(COC1)CCO 2-(3-Methyloxetan-3-yl)ethanol